4'-ethyl-3-hydroxy-4-methoxybiphenyl-2,6-dicarbonitrile C(C)C1=CC=C(C=C1)C=1C(=C(C(=CC1C#N)OC)O)C#N